N1(CCNCC1)COC(=O)C1=C[C@H]([C@@H](CC1)C(=C)C)C1=C(C=C(C=C1O)CCCCC)O (3R-trans)-3-(2,6-dihydroxy-4-pentylphenyl)-4-(1-methylethenyl)-1-cyclohexene-1-carboxylic acid 1-piperazinylmethyl ester